C(C)(C)(C)OC(=O)N1CC(C(CC1)=C)CCC(=O)O 3-(1-(tert-butoxycarbonyl)-4-methylenepiperidin-3-yl)propanoic acid